Cl.Cl.N[C@H](C(=O)OCC1=CC(=NC(=C1)Cl)Cl)CC1=CC(=NC=C1)OC (2,6-Dichloropyridin-4-yl)methyl (S)-2-amino-3-(2-methoxypyridin-4-yl)propanoate dihydrochloride